ClC=1C=C(N)C=CC1C=1CCN(CC1)C 3-chloro-4-(1-methyl-1,2,3,6-tetrahydropyridin-4-yl)aniline